Ethyl-2-(1-(2-fluoroacryloyl)-3-(3-(4-(trifluoromethyl)phenyl)-1H-pyrazolo[3,4-b]pyridin-1-yl)azetidin-3-yl)acetic acid C(C)C(C(=O)O)C1(CN(C1)C(C(=C)F)=O)N1N=C(C=2C1=NC=CC2)C2=CC=C(C=C2)C(F)(F)F